NC1CCN(CC1)C1=CC=C(CNC(=O)NC=2SC=C(N2)C2(CCCC2)C2=CC=C(C=C2)Br)C=C1 1-(4-(4-aminopiperidin-1-yl)benzyl)-3-(4-(1-(4-bromophenyl)cyclopent-yl)thiazol-2-yl)urea